C(C)(C)(C)OC(=O)N1C[C@H](CC1)C(C(=O)OC)CC1=CC(=CC=C1)[N+](=O)[O-] (3R)-3-[2-methoxy-1-[(3-nitrophenyl)methyl]-2-oxoethyl]pyrrolidine-1-carboxylic acid tert-butyl ester